COC1=C(C=NC=C1)CNC(C)=O N-[(4-methoxy-pyridin-3-yl)-methyl]-acetamide